CN(CCCNC1=NC(=NC(=C1)C(C)C)NC(=O)NC1=CC2=CC=CC=C2C=C1)C 1-(4-((3-(dimethylamino)propyl)amino)-6-isopropylpyrimidin-2-yl)-3-(naphthalen-2-yl)urea